C(C(CCC)CCC)(=O)N valproic acid, Amide